2-azaspiro[3.3]heptan-6-methylamine trifluoroacetate salt FC(C(=O)O)(F)F.C1NCC12CC(C2)CN